FC1=CC=C(CC2=CC3=C(N(C2=O)C)C(CN3)(C)C)C=C1 6-(4-fluoro-benzyl)-3,3,4-trimethyl-1,2,3,4-tetrahydro-pyrrolo[3,2-b]pyridin-5-one